N-(6-(5-chloro-6-fluoro-7-(propylamino)-1H-indazol-4-yl)imidazo[1,2-a]pyrazin-2-yl)-2-fluorocyclopropane-1-carboxamide ClC=1C(=C2C=NNC2=C(C1F)NCCC)C=1N=CC=2N(C1)C=C(N2)NC(=O)C2C(C2)F